(2S)-1-(3-(benzylsulfonyl)phenoxy)-3-(8-(naphthalen-2-ylsulfonyl)-1-oxa-8-azaspiro[4.5]decan-3-ylamino)propan-2-ol C(C1=CC=CC=C1)S(=O)(=O)C=1C=C(OC[C@H](CNC2COC3(C2)CCN(CC3)S(=O)(=O)C3=CC2=CC=CC=C2C=C3)O)C=CC1